1-amino-N-(2-((4,5-dimethylthiazol-2-yl)carbamoyl)phenyl)-3,6,9,12-tetraoxapentadecan-15-amide NCCOCCOCCOCCOCCC(=O)NC1=C(C=CC=C1)C(NC=1SC(=C(N1)C)C)=O